N-(biphenyl-4-yl)-N-(p-terphenyl-4-yl)-6-phenylbenzo[b]naphtho[1,2-d]furan-8-amine C1(=CC=C(C=C1)N(C=1C=CC=C2C1OC1=C2C=2C=CC=CC2C=C1C1=CC=CC=C1)C1=CC=C(C=C1)C1=CC=C(C=C1)C1=CC=CC=C1)C1=CC=CC=C1